C1(C(C)=CC(N1CCC1=CC=C(C=C1)CCN1C(C(C)=CC1=O)=O)=O)=O 1,4-biscitraconimidoethylbenzene